1-({4-[(3aR,6aS)-5-methyl-octa-hydropyrrolo[3,4-c]pyrrole-2-carbonyl]-2-(difluoromethoxy)phenyl}-methyl)-N7-butyl-1H-pyrazolo[4,3-d]pyrimidine-5,7-diamine CN1C[C@@H]2[C@H](C1)CN(C2)C(=O)C2=CC(=C(C=C2)CN2N=CC=1N=C(N=C(C12)NCCCC)N)OC(F)F